ethyl 3-((8-((2,6-dimethylbenzyl)amino)-2,3-dimethylimidazo[1,2-a]pyridin-6-yl)amino)-3-oxopropanoate CC1=C(CNC=2C=3N(C=C(C2)NC(CC(=O)OCC)=O)C(=C(N3)C)C)C(=CC=C1)C